OCC(NCC(CS(=O)(=O)O)O)(CO)CO 3-[N-tris-(hydroxymethyl)methylamino]-2-hydroxypropanesulfonic acid